4-(5-cyano-2-methoxyphenyl)-6-methyl-N-(5-((1R,2S)-2-methylcyclobutane-1-carbonyl)-5,6-dihydro-4H-pyrrolo[3,4-d]thiazol-2-yl)nicotinamide C(#N)C=1C=CC(=C(C1)C1=CC(=NC=C1C(=O)NC=1SC2=C(N1)CN(C2)C(=O)[C@H]2[C@H](CC2)C)C)OC